C(#N)C=1C=C(C=CC1)C=1N=C(SC1C1=CC(=NC(=C1)C)C)NC(=O)N1CC2(C1)CCOCC2 N-[4-(3-cyanophenyl)-5-(2,6-dimethyl-4-pyridyl)thiazol-2-yl]-7-oxa-2-azaspiro[3.5]nonane-2-carboxamide